benzyl 6-[4-(ethoxycarbonyl)-1,5-dimethylpyrrol-2-yl]-7-{[(3R)-3-methyl-3,4-dihydro-1H-isoquinolin-2-yl] carbonyl}-3,4-dihydro-1H-isoquinoline-2-carboxylate C(C)OC(=O)C=1C=C(N(C1C)C)C=1C=C2CCN(CC2=CC1C(=O)N1CC2=CC=CC=C2C[C@H]1C)C(=O)OCC1=CC=CC=C1